5-[(4R,10aS)-4-methyl-3,4,6,7,8,9,10,10a-octahydro-1H-pyrazino[1,2-d][1,4]diazepin-2-yl]quinoline-8-carbonitrile C[C@@H]1CN(C[C@H]2N1CCNCC2)C2=C1C=CC=NC1=C(C=C2)C#N